(1-methyl-1H-imidazol-2-yl)magnesium iodide CN1C(=NC=C1)[Mg]I